C(C)N(CCNC(=O)C=1C(=C(NC1C)\C=C\1/C(NC2=CC(=CC=C12)C(=O)N(CC#C)CCO)=O)C)CC (Z)-3-((4-((2-(diethylamino)ethyl)carbamoyl)-3,5-dimethyl-1H-pyrrol-2-yl)methylene)-N-(2-hydroxyethyl)-2-oxo-N-(prop-2-yn-1-yl)indole-6-carboxamide